C(CCCCCCCCCC)C1=CC=CC=C1 4-Undecylbenzene